azobis-(alpha,gamma-dimethylvaleronitrile) N(=NC(C#N)(CC(C)C)C)C(C#N)(CC(C)C)C